S1C(=NC2=C1C=CC=C2)NC(=O)C=2C=CC=C1CCN(CC21)C2=CC=C(C(=N2)C(=O)OC(C)(C)C)C2=C(C(=CC=C2)OCCCN2CCC(CC2)CC(=O)OCC)C tert-butyl 6-[8-(1,3-benzothiazol-2-ylcarbamoyl)-3,4-dihydro-1H-isoquinolin-2-yl]-3-[3-[3-[4-(2-ethoxy-2-oxo-ethyl)-1-piperidyl]propoxy]-2-methyl-phenyl]pyridine-2-carboxylate